N-(4-cyclobutyl-3-(cyclohexylmethyl)-1-methyl-1H-pyrazol-5-yl)-2-(1-(trifluoromethyl)cyclopropyl)acetamide t-butyl-(2-(2-hydroxyphenyl)propan-2-yl)carbamate C(C)(C)(C)N(C(O)=O)C(C)(C)C1=C(C=CC=C1)O.C1(CCC1)C=1C(=NN(C1NC(CC1(CC1)C(F)(F)F)=O)C)CC1CCCCC1